NCC(CN1N=CN(C1=O)C=1C=NC(=CC1)C=1C=NN(C1)CC)=C(F)F 2-[2-(aminomethyl)-3,3-difluoro-allyl]-4-[6-(1-ethylpyrazol-4-yl)-3-pyridyl]-1,2,4-triazol-3-one